(1S)-6-chloro-1-[(oxan-4-yl)methyl]-2-[4-(trifluoromethyl)-1,3,5-triazin-2-yl]-2,3,4,9-tetrahydro-1H-pyrido[3,4-b]indole ClC=1C=C2C3=C(NC2=CC1)[C@@H](N(CC3)C3=NC=NC(=N3)C(F)(F)F)CC3CCOCC3